[C@@H]1([C@H](O)C[C@@H](CO)O1)N1C=NC=2C(O)=NC=NC12 3'-DEOXYINOSINE